(R)-N-ethyl-1-(3-(imidazo[1,2-a]pyridin-6-yl)phenyl)ethan-1-amine C(C)N[C@H](C)C1=CC(=CC=C1)C=1C=CC=2N(C1)C=CN2